(3,4-Difluorophenyl)(4-methoxy-3-nitrophenyl)sulfane FC=1C=C(C=CC1F)SC1=CC(=C(C=C1)OC)[N+](=O)[O-]